C1(CCCCCCC1)C(NC(=O)C=1N(N=CC1)C)C=1NC2=C(C(=NC(=C2)C2=C(C=CC=C2)C(N(C)C)=O)OC)N1 N-(cyclooctyl-{6-[2-(dimethylcarbamoyl)phenyl]-4-methoxy-1H-imidazo[4,5-c]pyridin-2-yl}methyl)-2-methylpyrazole-3-carboxamide